ClC=1N=C(C2=C(N1)CCC2)N2CC(C2)C(=O)NC(C)(C)C2=CN=C1N2C=CC=C1 1-(2-chloro-6,7-dihydro-5H-cyclopenta[d]pyrimidin-4-yl)-N-(2-(imidazo[1,2-a]pyridin-3-yl)propan-2-yl)azetidine-3-carboxamide